tert-butyl (R)-4-(((S)-1-aminopropan-2-yl)(methyl)amino)-4-oxo-3-(2,3,6-trifluorobenzyl)butanoate NC[C@H](C)N(C([C@@H](CC(=O)OC(C)(C)C)CC1=C(C(=CC=C1F)F)F)=O)C